Cl.Cl.N1(CCCCC1)C1=C(C=NC=C1)N 4-(piperidin-1-yl)pyridin-3-amine 2HCl